N2-[3-(oxazol-4-yl)phenyl]-2,4-pyrimidinediamine O1C=NC(=C1)C=1C=C(C=CC1)NC1=NC=CC(=N1)N